ClC=1C=C2C(=CN=C(C2=CN1)OC1CC1)[C@@](C)(CC)N (R)-2-(6-Chloro-1-cyclopropoxy-2,7-naphthyridin-4-yl)butan-2-amine